6-(4-(tert-butyl)phenyl)-8-methyl-2-(methylthio)pyrido[2,3-d]pyrimidin C(C)(C)(C)C1=CC=C(C=C1)C1=CC2=C(N=C(N=C2)SC)N(C1)C